ethyl 2-(4-benzyloxy-5-methyl-2-propyl-pyrazol-3-yl)oxazole-5-carboxylate C(C1=CC=CC=C1)OC1=C(N(N=C1C)CCC)C=1OC(=CN1)C(=O)OCC